(3S,4S)-tert-butyl 3-((6-(6-(2,2-difluoroethoxy)pyrazolo[1,5-a]pyrimidin-3-yl)pyridin-2-yl)amino)-4-fluoropyrrolidine-1-carboxylate FC(COC=1C=NC=2N(C1)N=CC2C2=CC=CC(=N2)N[C@H]2CN(C[C@@H]2F)C(=O)OC(C)(C)C)F